FC1=C2C=NN(C2=CC=C1N1C(N(C=C1)C=1N(N=C2C1[C@@H](NCC2)C)C2=CC(=C(C=C2)F)C)=O)C([2H])([2H])[2H] (S)-1-(4-fluoro-1-(methyl-d3)-1H-indazol-5-yl)-3-(2-(4-fluoro-3-methylphenyl)-4-methyl-4,5,6,7-tetrahydro-2H-pyrazolo[4,3-c]pyridin-3-yl)-1,3-dihydro-2H-imidazol-2-one